N-(2-(4-(2-(dimethylamino)ethyl)piperazine-1-yl)-4-methoxy-5-((6-((R)-3-phenylisoxazolidine-2-yl)pyrimidine-4-yl)amino)phenyl)acrylamide CN(CCN1CCN(CC1)C1=C(C=C(C(=C1)OC)NC1=NC=NC(=C1)N1OCC[C@@H]1C1=CC=CC=C1)NC(C=C)=O)C